C(C1=CC=CC=C1)NC=1SCC(=NN1)C=1C=CC2=C(NC(=N2)C)C1 N-benzyl-5-(2-methyl-1H-benzo[d]imidazol-6-yl)-6H-1,3,4-thiadiazin-2-amine